C1(CCCCC1)[C@@H](C(=O)NC=1C=CC2=C(CCC(CC2)(C(NC)=O)N2C(NC(C2)C)=O)C1)NC(=O)C1=CC=NN1C N-((1S)-1-cyclohexyl-2-((7-(4-methyl-2-oxoimidazolidin-1-yl)-7-(methylcarbamoyl)-6,7,8,9-tetrahydro-5H-benzo[7]annulen-2-yl)amino)-2-oxoethyl)-1-methyl-1H-pyrazole-5-carboxamide